C(C)(=O)N1CCC(CC1)C=1N(C2=C(N1)C=CC(=C2)C=2C=C(C(N(C2)C)=O)C)CCOC(F)(F)F 5-[2-(1-acetyl-4-piperidinyl)-3-[2-(trifluoromethoxy)ethyl]benzimidazol-5-yl]-1,3-dimethylpyridin-2-one